BrC1=CC(=C(C=C1)C1=NN(C=N1)C)C 3-(4-bromo-2-methylphenyl)-1-methyl-1H-1,2,4-triazole